4-Morpholinosulfonylbenzoic acid [(2R)-3-(3-ethyl-4-oxo-spiro[6,8-dihydro-5H-pyrazolo[4,3-c]azepin-7,4'-tetrahydropyran]-1-yl)-2-methyl-propyl] ester C(C)C1=NN(C2=C1C(NCC1(CCOCC1)C2)=O)C[C@H](COC(C2=CC=C(C=C2)S(=O)(=O)N2CCOCC2)=O)C